C1(=C(C=CC=C1)C=1C=C2C(=NC1)NC=C2C2=CC=1N(C=C2)N=CC1C(=O)N[C@@H](C(F)(F)F)C)C (R)-5-(5-(o-tolyl)-1H-pyrrolo[2,3-b]pyridin-3-yl)-N-(1,1,1-trifluoropropan-2-yl)pyrazolo[1,5-a]pyridine-3-carboxamide